4-(4-Benzyl-3-oxopiperazin-1-yl)-6-fluoro-1-methyl-3-nitro-1,2-dihydroquinolin-2-one C(C1=CC=CC=C1)N1C(CN(CC1)C1=C(C(N(C2=CC=C(C=C12)F)C)=O)[N+](=O)[O-])=O